COC[C@@H]1CCC2=CC=3CCCC3C(=C12)NC(=O)N=[S@@](=O)(N)C=1C=NN2C1OC(C2)(C)C (S)-N'-(((R)-3-(methoxymethyl)-1,2,3,5,6,7-hexahydro-s-indacen-4-yl)carbamoyl)-2,2-dimethyl-2,3-dihydropyrazolo[5,1-b]oxazole-7-sulfonimidamide